3-piperidinone hydroiodide I.N1CC(CCC1)=O